C(C=C)OCC#CC1=CC=C(C=C1)C(C)(C)C 1-(3-(allyloxy)prop-1-yn-1-yl)-4-tert-butylbenzene